COC1=NC=C(C2=C1N=C(S2)NC(=O)N2C[C@]1(CC2)COCCC1)C1=CC=CC=C1 (S)-7-Oxa-2-aza-spiro[4.5]decane-2-carboxylic acid (4-methoxy-7-phenyl-thiazolo[4,5-c]pyridin-2-yl)-amide